propane triacrylat C(C=C)(=O)O.C(C=C)(=O)O.C(C=C)(=O)O.CCC